tert-butyl 3-((1-(6-((tert-butoxycarbonyl)amino)hexan-2-yl)-7-(pyridin-3-yl)-1H-benzo[d]imidazol-2-yl)carbamoyl)benzoate C(C)(C)(C)OC(=O)NCCCCC(C)N1C(=NC2=C1C(=CC=C2)C=2C=NC=CC2)NC(=O)C=2C=C(C(=O)OC(C)(C)C)C=CC2